C(C)(C)OC(=O)N1CCN(CC1)C=1SC(=CN1)C1=C(C=C(C=C1)N)S(NC(C)(C)C)(=O)=O 4-[5-[4-amino-2-(tert-butylsulfamoyl)phenyl]thiazol-2-yl]piperazine-1-carboxylic acid isopropyl ester